ClC1=CC(=C(CN(C2(CCN(CC2)C(=O)N2N=C(C=C2)NS(=O)(=O)C)C)C)C=C1)N1CCC(CC1)F N-(1-(4-((4-Chloro-2-(4-fluoropiperidin-1-yl)benzyl)(methyl)amino)-4-methylpiperidine-1-carbonyl)-1H-pyrazol-3-yl)methanesulfonamide